tert-butyl N-[6-[(2S)-2-allylpyrrolidin-1-yl]-2-[5-[hydroxy(tetrahydropyran-4-yl)methyl]-1,3,4-oxadiazol-2-yl]-5-(trifluoromethyl)-3-pyridyl]carbamate C(C=C)[C@H]1N(CCC1)C1=C(C=C(C(=N1)C=1OC(=NN1)C(C1CCOCC1)O)NC(OC(C)(C)C)=O)C(F)(F)F